CC(C)(C)C1=C(C(=CC(=C1)C(C)(C)C)C)C(COP(O)O)C1=C(C=C(C=C1C)C(C)(C)C)C(C)(C)C phosphorous acid bis[2,4-bis(1,1-dimethylethyl)-6-methylphenyl]ethyl ester